(1S,3S)-N1-(5-(2-oxa-5-azaspiro[3.4]octan-5-yl)pyridin-2-yl)-N3-(7-fluoro-[1,2,4]triazolo[1,5-a]pyridin-2-yl)cyclopentane-1,3-diamine C1OCC12N(CCC2)C=2C=CC(=NC2)N[C@@H]2C[C@H](CC2)NC2=NN1C(C=C(C=C1)F)=N2